[GeH3+]=O.[Si+4] Silicon germaniumOn